4-[4-(trifluoromethyl)phenyl]isoquinoline-7-carboxylic acid FC(C1=CC=C(C=C1)C1=CN=CC2=CC(=CC=C12)C(=O)O)(F)F